1-(6-(4-(3-(trifluoromethyl)phenyl)piperazine-1-carbonyl)-3,4-dihydroquinolin-1(2H)-yl)ethan-1-one (E)-2-isopropyl-5-styryl-1,3-phenylenebis(dihydrogenphosphate) C(C)(C)C1=C(C=C(C=C1OP(=O)(O)O)\C=C\C1=CC=CC=C1)OP(=O)(O)O.FC(C=1C=C(C=CC1)N1CCN(CC1)C(=O)C=1C=C2CCCN(C2=CC1)C(C)=O)(F)F